Triethyl-hexyl-amine C(C)C(CCCCCN)(CC)CC